O1C2=C(NCC1)N=CC(=C2)C(=O)O 3,4-dihydro-2H-pyrido[3,2-b][1,4]oxazine-7-carboxylic acid